COCC[C@H](C[C@@H](C=C)C)O (3S,5S)-1-METHOXY-5-METHYLHEPT-6-EN-3-OL